N-{[4-({(1R)-3-(dimethylamino)-1-[(phenylsulfanyl)methyl]propyl}amino)-3-nitrophenyl]sulfonyl}benzamide CN(CC[C@H](CSC1=CC=CC=C1)NC1=C(C=C(C=C1)S(=O)(=O)NC(C1=CC=CC=C1)=O)[N+](=O)[O-])C